(3-(3-hydroxyoxetan-3-yl)phenyl)(3-(4-(trifluoromethyl)phenyl)-6,7-dihydrothieno[3,2-c]pyridin-5(4H)-yl)methanone OC1(COC1)C=1C=C(C=CC1)C(=O)N1CC2=C(CC1)SC=C2C2=CC=C(C=C2)C(F)(F)F